COC(C1=C(C=C(C(=C1)N)C(F)(F)F)Br)=O 5-amino-2-bromo-4-(trifluoromethyl)benzoic acid methyl ester